[3-[2-(dimethylamino) ethyl]-1H-indol-4-yl] acetate C(C)(=O)OC1=C2C(=CNC2=CC=C1)CCN(C)C